CS(=O)(=O)C1=NC=CC(=C1)N 2-Methanesulfonylpyridin-4-amine